NC=1C=C2C(=CC(N(C2=CC1)C)=O)N[C@H](C)C1CC1 (R)-6-amino-4-((1-cyclopropylethyl)amino)-1-methylquinolin-2(1H)-one